borane phosphonium salt [PH4+].B